C(#N)C1=C(C=C(C2=C1C(CO2)([2H])[2H])C2=CC=C(C=C2)C(C)C)NCC(C(=O)N)=C 2-[[[4-cyano-3,3-dideutero-7-(4-isopropylphenyl)-2H-benzofuran-5-yl]amino]methyl]prop-2-enamide